FC(C1=CC=C(C=C1)C=1SC=C(N1)C=O)(F)F 2-(4-(trifluoromethyl)phenyl)thiazole-4-carbaldehyde